3,3'-dithio-bis(6-nitrobenzoic acid) [N+](=O)([O-])C1=CC=C(C=C1C(=O)O)SSC=1C=C(C(=O)O)C(=CC1)[N+](=O)[O-]